valine t-butyl ester HCl salt Cl.C(C)(C)(C)OC([C@@H](N)C(C)C)=O